C(C)S(=O)(=O)C1=CC=C(C=C1)[C@H](CNC(=O)NC)NC(C1=CN=CC=C1)=O N-((R)-1-(4-(ethylsulfonyl)phenyl)-2-(3-methylureido)ethyl)nicotinamide